CC=1C=C(\C=N\NC2=C3N=CN(C3=NC(=N2)N2CCOCC2)C2=NC=C(C=C2)C)C=CC1 (E)-4-(6-(2-(3-methylbenzylidene)hydrazinyl)-9-(5-methylpyridin-2-yl)-9H-purin-2-yl)morpholine